tert-butyl N-[(3R)-7-(5-tert-butyl-1,3,4-oxadiazol-2-yl)-5-[[4-(cyclopentoxy)phenyl]methyl]-8-fluoro-4-oxo-2,3-dihydro-1,5-benzothiazepin-3-yl]carbamate C(C)(C)(C)C1=NN=C(O1)C=1C(=CC2=C(N(C([C@H](CS2)NC(OC(C)(C)C)=O)=O)CC2=CC=C(C=C2)OC2CCCC2)C1)F